6-bromophthalazine-1(2H)-one BrC=1C=C2C=NNC(C2=CC1)=O